pyridin-4-yl-(thiophen-2-yl)methanol N1=CC=C(C=C1)C(O)C=1SC=CC1